4-((S)-7-allyl-7-(2-bromobenzyl)-2-chloro-8-oxo-5,6,7,8-tetrahydroquinazolin-4-yl)-2-(cyanomethyl)piperazine-1-carboxylic acid tert-butyl ester C(C)(C)(C)OC(=O)N1C(CN(CC1)C1=NC(=NC=2C([C@](CCC12)(CC1=C(C=CC=C1)Br)CC=C)=O)Cl)CC#N